C(N)(O[C@@]1(C([C@@H](CCC1)O)=O)C1=C(C=CC=C1)Cl)=O ((1R,3R)-1-(2-chlorophenyl)-3-hydroxy-2-oxocyclohexyl) carbamate